ISOPROPYLDIHYDROCINNAMALDEHYDE C(C)(C)C(C=O)CC1=CC=CC=C1